2,4,5-trifluorophenethyl alcohol FC1=C(CCO)C=C(C(=C1)F)F